COC1=CC=C(C=N1)NC(OCCOC1=CC2=C(N=C(S2)C2=C3N=CC(=NC3=CC(=C2)C=O)OC)C(=C1)C)=O 2-((2-(7-formyl-2-methoxyquinoxalin-5-yl)-4-methylbenzo[d]thiazol-6-yl)oxy)ethyl (6-methoxypyridin-3-yl)carbamate